2-(3-fluorophenyl)-N-(5-(2-hydroxyethyl)-4-methylthiazol-2-yl)acetamide FC=1C=C(C=CC1)CC(=O)NC=1SC(=C(N1)C)CCO